2-chloro-N-cyclopropyl-5-{1-[2,6-dichloro-4-(perfluoropropan-2-yl)phenyl]-1H-pyrazol-4-yl}nicotinamide ClC1=C(C(=O)NC2CC2)C=C(C=N1)C=1C=NN(C1)C1=C(C=C(C=C1Cl)C(C(F)(F)F)(C(F)(F)F)F)Cl